FC1=C(C=CC(=N1)C(=O)NC)N1CCN(CC1)CC=1C=C2NC(C(=NC2=C(C1)OC1=CC=C(C=C1)F)C)=O 6-fluoro-5-(4-((8-(4-fluorophenoxy)-2-methyl-3-oxo-3,4-dihydroquinoxalin-6-yl)methyl)piperazin-1-yl)-N-methylpyridineamide